tertbutyl (S)-(5-hydroxypentan-2-yl)carbamate OCCC[C@H](C)NC(OC(C)(C)C)=O